OCCN(C)CC1=C(C=CC=C1)O 2-[[(2-Hydroxyethyl)methylamino]methyl]phenol